N[C@H](C(=O)O)CC1=CC=C(C=C1)S(N)(=O)=O (S)-2-amino-3-(4-sulfamoylphenyl)propanoic acid